FC(C)(F)C1(CC1)C#CC1=C2CCCN(C2=CC=C1)C1=NC=2N(C3=CC=C(C(=C13)F)F)C(=NN2)C (5-((1-(1,1-difluoroethyl)cyclopropyl)ethynyl)-3,4-dihydroquinolin-1(2H)-yl)-6,7-difluoro-1-methyl-[1,2,4]triazolo[4,3-a]quinazoline